CC=1C(=NC2=CC=CC=C2C1)C(=O)N methyl-2-quinolinecarboxamide